3-chloro-4-[(5-fluoro-4-methylpyridin-2-yl)methoxy]-2'-[2-(2-hydroxypropan-2-yl)pyrimidin-4-yl]-5',6-dimethyl-[1,4'-bipyridin]-2-one ClC=1C(N(C(=CC1OCC1=NC=C(C(=C1)C)F)C)C1=CC(=NC=C1C)C1=NC(=NC=C1)C(C)(C)O)=O